C(C)OC(C=CC(C)(C)N)=O ethyl-4-amino-4-methyl-2-pentenoate